C(C)(C)(C)C1=C(OP2OCC3(CO2)COP(OC3)OC3=C(C=C(C=C3C(C)(C)C)C)C(C)(C)C)C(=CC(=C1)C)C(C)(C)C 3,9-bis(2,6-di-tert-butyl-4-methylphenoxy)-2,4,8,10-tetraoxa-3,9-diphospha-spiro[5.5]undecane